BrC=1C=C(C=C(C1)Br)C1=CC=C(C=C1)C1=CC2=CC=CC=C2C=C1 2-(3',5'-dibromo-[1,1'-biphenyl]-4-yl)naphthalene